(3S,11aR)-7-chloro-6-fluoro-3,4-dihydro-1H,9H,11H-3,11a-methanopyrimido[6',1':2,3]imidazo[5,1-c][1,4]oxazin-9-one ClC1=NC(N2C(N3[C@@]4(CO[C@H](C3)C4)C2)=C1F)=O